N,N'-bis-allyl-N-methyl-5-nitroisophthalamide C(C=C)N(C(C1=CC(C(=O)NCC=C)=CC(=C1)[N+](=O)[O-])=O)C